C(C)(C)(C)OC(=O)N1N=C(C2=NC(=C(C=C21)OC)C2=C1CCCC1=CC=C2)C=2C=NC(=CC2)CO (2,3-dihydro-1H-inden-4-yl)-3-(6-(hydroxymethyl)pyridin-3-yl)-6-methoxy-1H-pyrazolo[4,3-b]pyridine-1-carboxylic acid tert-butyl ester